C(CC(C)C)NC(=O)N1C(=NC(=C1)C=1N=NC=CC1)OC N-iso-Pentyl-2-methoxy-4-(pyridazin-3-yl)-1H-imidazole-1-carboxamide